(S)-N-(3-chloro-4-cyanophenyl)-3-(5-fluoro-1H-indol-1-yl)-2-hydroxy-2-methylpropanamide ClC=1C=C(C=CC1C#N)NC([C@@](CN1C=CC2=CC(=CC=C12)F)(C)O)=O